ClC1=C2N(C(C=N1)=O)C(CC2)C(=O)O chloro-4-oxo-4,6,7,8-tetrahydropyrrolo[1,2-a]pyrazine-6-carboxylic acid